ClC=1C=C(C=CC1Cl)C1(CC1)C(=O)N1CCC(CC1)C1=CC=C(C=C1)C=1C=NC(=CC1)CO [1-(3,4-dichlorophenyl)cyclopropyl](4-{p-[6-(hydroxymethyl)-3-pyridyl]phenyl}-1-piperidyl)methanone